O[C@@H](CO)C1CCN(CC1)S(=O)(=O)C=1C=CC(=C(C1)C=1NC(C2=C(N1)C(=CN2C)CCC)=O)OCCC (R)-2-(5-((4-(1,2-dihydroxyethyl)piperidin-1-yl)sulfonyl)-2-propoxyphenyl)-5-methyl-7-propyl-3,5-dihydro-4H-pyrrolo[3,2-d]pyrimidin-4-one